[Si](C1=CC=CC=C1)(C1=CC=CC=C1)(C(C)(C)C)OC[C@@H]1CCC(O1)O (5S)-5-(((tert-butyldiphenylsilyl)oxy)methyl)tetrahydrofuran-2-ol